ClC1=C(C=C(C=C1)N1C(C2=CC(=C(C=C2C(=C1)C(=C)C)N1N=C(N(C1=O)CC)CO)F)=O)C 2-(2-chloro-5-tolyl)-6-(4-ethyl-3-(hydroxymethyl)-5-oxo-4,5-dihydro-1H-1,2,4-triazol-1-yl)-7-fluoro-4-(prop-1-en-2-yl)isoquinolin-1(2H)-one